C(CCC(=O)O)(=O)O.BrC1=CC2=C(N=C(C=3N2C=NN3)N3CC(C3)NC)N=C1.BrC1=CC3=C(N=C(C=2N3C=NN2)N2CC(C2)NC)N=C1 1-(8-bromopyrido[2,3-e][1,2,4]triazolo[4,3-a]pyrazin-4-yl)-N-methylazetidin-3-amine hemisuccinate